Tert-butyl 4-((((1R,5S,6R)-3-azabicyclo[3.1.0]hexan-5-yl)methyl)sulfonyl)piperazin-1-carboxylate [C@@H]12CNC[C@@]2(C1)CS(=O)(=O)N1CCN(CC1)C(=O)OC(C)(C)C